cyclopentyl-triphenylphosphonium C1(CCCC1)[P+](C1=CC=CC=C1)(C1=CC=CC=C1)C1=CC=CC=C1